N1N=C(C=C1)C1=NC(=CC=C1)C1=NNC=C1 2,6-bis(pyrazol-3-yl)pyridine